N12C[C@H](C(CC1)CC2)OC(N[C@@H]2C(CC1=CC(=CC=C21)C2=CC=C(C=C2)CCC)(C)C)=O (S)-quinuclidin-3-yl((R)-2,2-dimethyl-5-(4-propylphenyl)-2,3-dihydro-1H-inden-1-yl)carbamate